diethyl-dimethyl-silane C(C)[Si](C)(C)CC